[O-2].CC1(CCC1)NCC=1C=C(C=2N(C1)C=CN2)C(=O)[Li] [6-[[(1-methylcyclobutyl)amino]methyl]imidazo[1,2-a]pyridine-8-carbonyl]lithium oxide